C(C)(=O)C1=CC=C(S1)C(C(C(=O)OC)(C)C)C1=CC(=C(C=C1)C)CCl methyl 3-(5-acetylthiophen-2-yl)-3-[3-(chloromethyl)-4-methylphenyl]-2,2-dimethylpropionate